(S)-N-((1R,2R)-3-(azetidin-1-yl)-1-(2,3-dihydrobenzo[b][1,4]dioxin-6-yl)-1-hydroxypropan-2-yl)-1-(6-fluoronaphthalen-2-yl)pyrrolidine-3-carboxamide N1(CCC1)C[C@H]([C@H](O)C1=CC2=C(OCCO2)C=C1)NC(=O)[C@@H]1CN(CC1)C1=CC2=CC=C(C=C2C=C1)F